ClC=1C=C(C=C(C1OC1=CC(=C(C=C1)OC)C(C)C)Cl)NC(CC=1C=NC(=CC1)S(=O)(=O)C)=O N-(3,5-dichloro-4-(3-isopropyl-4-methoxyphenoxy)phenyl)-2-(6-(methylsulfonyl)Pyridin-3-yl)acetamide